C(C)(=O)C1=CC(=CN2C(C=3OCC4CCCCN4C3N=C12)=O)F 16-acetyl-14-fluoro-9-oxa-2,12,18-triazatetracyclo[8.8.0.02,7.012,17]octadeca-1(10),13,15,17-tetraen-11-one